C(C=C)C=1C=CC(=C(C1)C1=NOC(=C1)CN1CCNCC1)OC 3-(5-allyl-methoxyphenyl)-5-(piperazine-1-ylmethyl)isoxazole